CC1=CC=C(CSCC=O)C=C1 2-((4-methylbenzyl)thio)ethan-1-one